1-methoxy-phenazinium ethylsulfate C(C)OS(=O)(=O)[O-].COC1=CC=CC2=[NH+]C3=CC=CC=C3N=C12